N-(2-chloro-4-(trifluoromethyl)phenyl)-2-(5-ethyl-2-(4-methoxycyclohex-1-en-1-yl)-7-oxo-6-(piperazine-1-yl)-[1,2,4]triazolo[1,5-a]pyrimidin-4(7H)-yl)acetamide ClC1=C(C=CC(=C1)C(F)(F)F)NC(CN1C=2N(C(C(=C1CC)N1CCNCC1)=O)N=C(N2)C2=CCC(CC2)OC)=O